C(#N)CCC1=CC=C(CN2N=CC(=C2)C(=O)OCC)C=C1 ethyl 1-(4-(2-cyanoethyl)benzyl)-1H-pyrazole-4-carboxylate